C[C@H]1[C@@H](C2=CC(=CC=C2C1)C)N trans-2,6-dimethyl-2,3-dihydro-1H-1-indeneamine